2-CARBONYL-BENZOTHIOPHENE C(=O)=C1SC2=C(C1)C=CC=C2